epsilon-tert-butoxycarbonyl-L-lysine C(C)(C)(C)OC(=O)C(CCC[C@H](N)C(=O)O)N